[Na+].S(=O)(=O)(O)CCCOC(C(=C)C)=O.C(C)N1C=[N+](C=C1)C 1-ethyl-3-methylimidazolium (3-sulfopropyl)methacrylate sodium